[Pb].NCC1=NC=CC=C1 2-aminomethyl-pyridine lead